C1(=CC=CC=C1)S(=O)(=O)N1CC2CSCC(C1)N2CC2=CC=CC=C2 7-(benzenesulfonyl)-9-benzyl-3-thia-7,9-diazabicyclo[3.3.1]nonane